6-methyl-2-[4-(trifluoromethyl)phenyl]-8-oxa-2,5-diazaspiro[3.5]nonane CC1NC2(CN(C2)C2=CC=C(C=C2)C(F)(F)F)COC1